BrC1=C(OC2=CC=C(OCC3CCN(CC3)C(=O)OC(C)(C)C)C=C2)C=CC=C1 tert-butyl 4-[[4-(2-bromophenoxy)phenoxy]methyl]piperidine-1-carboxylate